3-(6-oxo-3-(pyridin-2-yl)pyridazin-1(6H)-yl)propanamide O=C1C=CC(=NN1CCC(=O)N)C1=NC=CC=C1